(S)-5-fluoro-3-methylisobenzofuran FC1=CC2=C(OC=C2C=C1)C